ClC1=C(C=CC(=C1)Cl)C1=C(C2=C(CCC1)C(=C(C=C2)C(=O)O)F)C2=CC=C(C=C2)O[C@@H]2CN(CC2)CCCF 6-(2,4-dichlorophenyl)-1-fluoro-5-[4-[(3S)-1-(3-fluoropropyl)pyrrolidin-3-yl]oxyphenyl]-8,9-dihydro-7H-benzo[7]annulene-2-carboxylic acid